3-cyclopentyl-1-[2-(2-pyrimidinylthio)-9H-carbazol-3-yl]-1-propanone C1(CCCC1)CCC(=O)C=1C(=CC=2NC3=CC=CC=C3C2C1)SC1=NC=CC=N1